O=C1NC(CCC1N1NC2=CC(=CC=C2C1=O)C1CCN(CC1)CC=1C=C(C#N)C=CC1)=O 3-((4-(2-(2,6-dioxopiperidin-3-yl)-3-oxo-2,3-dihydro-1H-indazol-6-yl)piperidin-1-yl)methyl)Benzonitrile